(R)-3-(3-fluoro-4-methoxyphenyl)-8-(6-methylpyridin-3-yl)-6-nitro-2-(pyrrolidin-2-yl)quinazolin-4(3H)-one FC=1C=C(C=CC1OC)N1C(=NC2=C(C=C(C=C2C1=O)[N+](=O)[O-])C=1C=NC(=CC1)C)[C@@H]1NCCC1